3-[[(1r,4r)-4-hydroxy-4-(trifluoromethyl)cyclohexyl]carbamoyl]-8-azabicyclo[3.2.1]octane-8-carboxylate OC1(CCC(CC1)NC(=O)C1CC2CCC(C1)N2C(=O)[O-])C(F)(F)F